BrC=1C=C(C=NC(C(=O)OC)C(C)C)C=C(C1)OC(C(C)C)=O methyl 2-(3-bromo-5-(isobutyryloxy)benzylideneamino)-3-methylbutanoate